C1(CC1)C=1C=C2C(N3C(=NC2=CC1)C(=CC=C3)C(=O)NC3COCC3)=O 2-cyclopropyl-11-oxo-N-(tetrahydrofuran-3-yl)-11H-pyrido[2,1-b]quinazoline-6-carboxamide